citric acid iron salt [Fe+3].C(CC(O)(C(=O)[O-])CC(=O)[O-])(=O)[O-]